C(CCCCCCCCCCCCCCCCC)(=O)OC[C@@H](OC(CCCCCCCCCCCCCCCCC)=O)COP(=O)(O)OC[C@H](N)C(=O)O 1,2-distearoyl-sn-glycero-3-phosphoryl-L-serine